COC1=C(C2=C(C=C1O)OC=C(C2=O)C3=CC=C(C=C3)O)O The molecule is a methoxyisoflavone that is isoflavone substituted by a methoxy group at position 6 and hydroxy groups at positions 5, 7 and 4' respectively. It has a role as an anti-inflammatory agent and a plant metabolite. It is a member of 7-hydroxyisoflavones and a methoxyisoflavone. It derives from an isoflavone.